ClC=1C(=C(NC=2C3=C(N=CN2)C=CC(=N3)C32CN(CC2C3)C(C=C)=O)C=CC1Cl)F 1-[1-[4-(3,4-dichloro-2-fluoro-anilino)pyrido[3,2-d]pyrimidin-6-yl]-3-azabicyclo[3.1.0]hexan-3-yl]prop-2-en-1-one